CC1=C(C(=CC=C1)C)[SiH](Cl)C1=C(C=CC=C1C)C di(2,6-dimethylphenyl)chlorosilane